ClC=1C(=C(C=CC1)NC=1C(=NN2C1C(NCC2)=O)C2=CC=NC1=CN=C(C=C21)OC)OC [(3-chloro-2-methoxyphenyl)amino]-2-(6-methoxy-1,7-naphthyridin-4-yl)-5H,6H,7H-pyrazolo[1,5-a]pyrazin-4-one